(19R)-22-amino-3-ethyl-16-fluoro-10,19-dimethyl-20-oxa-5,6,10,11,23-pentaazapentacyclo[19.3.1.02,6.08,12.013,18]pentacosa-1(24),2,4,8,11,13,15,17,21(25),22-decaene-4-carbonitrile NC=1C=2O[C@@H](C3=CC(=CC=C3C3=NN(C=C3CN3N=C(C(=C3C(=CN1)C2)CC)C#N)C)F)C